NC=1C=C(C=CC1S(=O)(=O)C)N(C(OC(C)(C)C)=O)CC=1N=C2N(C=C(C=C2N2C(N(C(C2)=O)C)=O)C2CC2)C1 tert-butyl (3-amino-4-(methylsulfonyl)phenyl)((6-cyclopropyl-8-(3-methyl-2,4-dioxoimidazolidin-1-yl)imidazo[1,2-a]pyridin-2-yl)methyl)carbamate